7-amino-3-(2-chloro-4-fluorophenyl)-3-hydroxy-4-nitro-6-vinyl-2,3-dihydro-1H-isoindol-1-one NC=1C(=CC(=C2C(NC(C12)=O)(O)C1=C(C=C(C=C1)F)Cl)[N+](=O)[O-])C=C